C(C#C)N1CCN(CC1)C1CCN(CC1)CC(=O)OC(C)(C)C Tert-butyl 2-{4-[4-(prop-2-yn-1-yl) piperazin-1-yl]piperidin-1-yl}acetate